C(=O)C1=C(C=CC=C1)NC(C(=O)NC=1C=CC=C2C=CC=NC12)CCCC1=CC=C2C=CC3=CC=CC4=CC=C1C2=C34 ((2-formylphenyl)amino)-5-(pyren-1-yl)-N-(quinolin-8-yl)pentanamide